NC1=NC=NC=2C3=C(CC(C12)(C)C)C(=C(C=C3)O[C@@H]3CC[C@H](CC3)NC(OC(C)(C)C)=O)N(CCO[Si](C)(C)C(C)(C)C)CCO[Si](C)(C)C(C)(C)C tert-butyl N-[trans-4-[[4-amino-7-[bis[2-[tert-butyl(dimethyl)silyl]oxyethyl]amino]-5,5-dimethyl-6H-benzo[h]quinazolin-8-yl]oxy]cyclohexyl]carbamate